1-(2-aminoethyl)-2-benzyl-imidazoline NCCN1C(=NCC1)CC1=CC=CC=C1